BrC1=NC=CC(=C1)NC1CCOCC1 bromo-N-(tetrahydro-2H-pyran-4-yl)pyridin-4-amine